C1(CC1)C1=CC=C(C=C1)C=1C=C(C(=NC1)C(=O)NC=1C(=NC=C(C1)SC(F)(F)F)NC)SCC 5-(4-cyclopropylphenyl)-3-(ethylsulfanyl)-N-[2-(methylamino)-5-[(trifluoromethyl)sulfanyl]pyridin-3-yl]pyridine-2-carboxamide